1-Cyclopropyl-2-(3-(5-fluoropyridin-2-yl)-5-(hydroxymethyl)-1H-pyrazol-1-yl)ethanone C1(CC1)C(CN1N=C(C=C1CO)C1=NC=C(C=C1)F)=O